N-{[(2R)-1,4-dioxan-2-yl]methyl}-4-methyl-2-[(pyridin-2-yl)methyl]-8-(trifluoromethyl)-4,5-dihydro-2H-furo[2,3-g]indazole-7-carboxamide O1[C@@H](COCC1)CNC(=O)C1=C(C2=C(CC(C3=CN(N=C23)CC2=NC=CC=C2)C)O1)C(F)(F)F